3-(Trifluoromethoxy)phenol FC(OC=1C=C(C=CC1)O)(F)F